C[Sn](C=1OC(=CC1)[Sn](C)(C)C)(C)C 2,5-bis(trimethylstannyl)furan